NC1=C(C(=NC=C1C(=O)OC)C(F)(F)F)F methyl 4-amino-5-fluoro-6-(trifluoromethyl)nicotinate